Methyl-(2-methyl-6,7-dihydro-8H-thiazolo[5',4':4,5]benzo[1,2-b][1,4]oxazin-8-yl)carbamic acid tert-butyl ester C(C)(C)(C)OC(N(N1C2=C(OCC1)C=C1C(=C2)SC(=N1)C)C)=O